FCCCOC(CCC)=O butanoic acid 3-fluoropropyl ester